CN(C(CCCCCCC=CC)C=CCCCCCCCC=CCCCCCCCC)C N,N-dimethylnonacosa-11,20,2-trien-10-amine